FC=1C=CC=C2C=C(NC(C12)=O)CCCN1C2CN(CC1CC2)C2=CC=C(C#N)C=C2 4-(8-(3-(8-fluoro-1-oxo-1,2-dihydroisoquinolin-3-yl)propyl)-3,8-diazabicyclo[3.2.1]octan-3-yl)benzonitrile